Cl.ClC1=CC2=C(C=C(O2)C=2N=C(SC2)C=2CCNCC2)C=C1 4-(6-chlorobenzofuran-2-yl)-2-(1,2,3,6-tetrahydropyridin-4-yl)thiazole hydrochloride